6-(4-((1H-indazol-5-yl)amino)-pyrimidin-2-yl)-N-(pyridazin-4-yl)benzo[b]-thiophene-2-carboxamide N1N=CC2=CC(=CC=C12)NC1=NC(=NC=C1)C=1C=CC2=C(SC(=C2)C(=O)NC2=CN=NC=C2)C1